C1(CC1)S(=O)(=O)NC=1SC=C(N1)C1(CCCC1)C(=O)OC Methyl 1-(2-(cyclopropanesulfonamido)thiazol-4-yl)cyclopentane-1-carboxylate